aminomethyl-propionic acid NCC(C(=O)O)C